6-(1'-isopropyl-6'-oxo-1',6'-dihydro-[3,3'-bipyridin]-5-yl)-1-methyl-3,4-dihydroquinolin-2(1H)-one C(C)(C)N1C=C(C=CC1=O)C=1C=NC=C(C1)C=1C=C2CCC(N(C2=CC1)C)=O